tert-butyl 7'-(fluoromethyl)-3'-methyl-6',7'-dihydrospiro[piperidine-4,4'-pyrazolo[5,1-c][1,4]oxazine]-1-carboxylate FCC1N2C(C3(OC1)CCN(CC3)C(=O)OC(C)(C)C)=C(C=N2)C